pyridinium chromate salt [Cr](=O)(=O)([O-])[O-].[NH+]1=CC=CC=C1.[NH+]1=CC=CC=C1